ClC1=C(C=C(C(=C1)Cl)Cl)C1=NNC(=C1)C(=O)NCCO 3-(2,4,5-trichlorophenyl)N-(2-hydroxyethyl)-1H-pyrazole-5-carboxamide